ClC1=NC(=CC(=C1)C)C(F)(F)F 2-chloro-4-methyl-6-(trifluoromethyl)pyridine